(5R,8S)-N-(3,4-dichlorophenyl)-1-fluoro-6,7,8,9-tetrahydro-5H-5,8-epiminocyclohepta[c]-pyridine-10-carboxamide ClC=1C=C(C=CC1Cl)NC(=O)N1[C@@H]2CC[C@H]1CC=1C(=NC=CC12)F